N-(6-nitrobenzo[d]thiazol-2-yl)pyrimidine-5-carboxamide [N+](=O)([O-])C1=CC2=C(N=C(S2)NC(=O)C=2C=NC=NC2)C=C1